2-amino-5-nitrobenzenesulfonic acid anion NC1=C(C=C(C=C1)[N+](=O)[O-])S(=O)(=O)[O-]